C(C(C)C)(=O)OCC ethyl α-isobutyrate